ClC1=CC=C(C=C1)CON1N=C(C=C1)C1CCN(CC1)CC=1N(C2=C(N1)C=CC(=C2)C(=O)OC)CC=2N(C=NC2)CC methyl 2-[[4-[1-[(4-chlorophenyl)methoxy]pyrazol-3-yl]-1-piperidyl]methyl]-3-[(3-ethylimidazol-4-yl)methyl]benzimidazole-5-carboxylate